ClC1=C(C(=CC=C1)C(F)(F)F)COC=1C=CC(=NC1)N1N=C(N=C1)CO [1-(5-{[2-chloro-6-(trifluoromethyl)phenyl]methoxy}pyridin-2-yl)-1,2,4-triazol-3-yl]methanol